(4-(ethoxymethoxy)phenyl)-2-methylbut-3-en-2-ol C(C)OCOC1=CC=C(C=C1)CC(C=C)(O)C